BrC1=C(C2=C(C=3N(CCO2)C=C(N3)N3C(OC[C@H]3C(F)F)=S)C=C1)F (S)-3-(9-bromo-8-fluoro-5,6-dihydrobenzo[f]imidazo[1,2-d][1,4]oxazepin-2-yl)-4-(difluoromethyl)oxazolidine-2-thione